3-(1,4-Dimethyl-1H-benzotriazol-5-yl)-3-{7-[(1',1'-dioxidospiro[oxetane-3,4'-pyrido[2,3-b][1,4,5]oxathiazepine]-2'(3'H)-yl)methyl]-2,3-dihydro-1H-inden-5-yl}propanoic acid CN1N=NC2=C1C=CC(=C2C)C(CC(=O)O)C=2C=C1CCCC1=C(C2)CN2S(C1=C(OC3(C2)COC3)N=CC=C1)(=O)=O